C(C1=CC=CC=C1)N1N=C(C=C1)C(=O)N[C@@H]1C(N(C=2N(CC1)N=C(C2)C)C)=O 1-Benzyl-N-[(6S)-2,4-dimethyl-5-oxo-7,8-dihydro-6H-pyrazolo[1,5-a][1,3]diazepin-6-yl]pyrazol-3-carboxamid